methyl 8-(2,4-dichlorophenyl)-9-(4-(1-(1-(3-fluoropropyl)azetidin-3-ylidene)ethyl)phenyl)-6,7-dihydro-5H-benzo[7]annulene-3-carboxylate ClC1=C(C=CC(=C1)Cl)C=1CCCC2=C(C1C1=CC=C(C=C1)C(C)=C1CN(C1)CCCF)C=CC(=C2)C(=O)OC